(3R,4R)-4-[2-cyclopropoxy-5-(methoxycarbonyl)-4-nitrophenoxy]-3-fluoropiperidine-1-carboxylic acid tert-butyl ester C(C)(C)(C)OC(=O)N1C[C@H]([C@@H](CC1)OC1=C(C=C(C(=C1)C(=O)OC)[N+](=O)[O-])OC1CC1)F